C(#N)C(CCC(=O)O)(C)SC(=S)SCC 4-Cyano-4-[(ethylsulfanylthiocarbonyl)sulfanyl]pentanoic acid